CC1=C(C(=O)OCC(C)(C)NC(=O)OC(C)(C)C)C=CC=C1 2-((tert-butoxycarbonyl)amino)-2-methylpropyl 2-methylbenzoate